FC1(CN(CCC1)CCOC1=CC=C(CCNC2=NC=3N(C(=N2)N)N=C(N3)C=3OC=CC3)C=C1)F N5-(4-(2-(3,3-difluoropiperidin-1-yl)ethoxy)phenethyl)-2-(furan-2-yl)-[1,2,4]triazolo[1,5-a][1,3,5]triazine-5,7-diamine